diallyl-aminophosphonic acid C(C=C)N(P(O)(O)=O)CC=C